CC=1C=C(C=CC(=O)O)C=CC1 3-METHYLCINNAMIC ACID